NC1CCN(CC1)C=1C=CC(=NC1)NC1=NC=CC(=N1)C1=C(N(CS1)C1CCCC1)C 5-(2-((5-(4-aminopiperidin-1-yl)pyridin-2-yl)amino)pyrimidin-4-yl)-N-cyclopentyl-4-methylthiazol